3-bromo-1-(3-chloropyridin-2-yl)-N-(2,4-dichloro-6-(methylaminoformyl)phenyl)-N-ethyl-1H-pyrazole-5-carboxamide BrC1=NN(C(=C1)C(=O)N(CC)C1=C(C=C(C=C1C(=O)NC)Cl)Cl)C1=NC=CC=C1Cl